ClC1=C2C(=C(NC2=CC=C1F)C(=O)N1CCN(CC1)C(=O)C1(CNC1)F)F (4-chloro-3,5-difluoro-1H-indol-2-yl)(4-(3-fluoroazetidine-3-carbonyl)piperazin-1-yl)methanone